FC(C1=CC=C(C=C1)C12CC(C1)(C2)N)(F)F 3-(4-(trifluoromethyl)phenyl)bicyclo[1.1.1]pentan-1-amine